COC=1C2=C(N=C(N1)NC1CC(C1)(C)C(=O)N1CCCC1)NC=C2C=2C=CC=1N(C2)C(=NN1)C ((1s,3s)-3-((4-methoxy-5-(3-methyl-[1,2,4]triazolo[4,3-a]pyridin-6-yl)-7H-pyrrolo[2,3-d]pyrimidin-2-yl)amino)-1-methylcyclobutyl)(pyrrolidin-1-yl)methanone